C(CCCCCCCCCCC\C=C/CCCCCCCCCCCCCCCCCCCCCC\C=C/CCCCCCCCCCCC(=O)N)(=O)N hexamethylenebis(erucamide)